ClC1=CC(=C2C(=N1)N=C(O2)S)I 5-Chloro-7-iodooxazolo[4,5-b]pyridine-2-thiol